3-(2,6-difluoro-3,5-dimethoxyphenyl)-1-methyl-3,4-dihydrothieno[2',3':5,6]pyrido[4,3-d]pyrimidin FC1=C(C(=C(C=C1OC)OC)F)N1CN(C2=C(C1)C=NC1=C2SC=C1)C